4-(6-(4-(benzyloxy)phenyl)-7H-pyrrolo[2,3-d]pyrimidin-4-yl)morpholine C(C1=CC=CC=C1)OC1=CC=C(C=C1)C1=CC2=C(N=CN=C2N2CCOCC2)N1